Methyl 2-(((tert-butoxycarbonyl)amino)methyl)-5-chloro-6-hydroxy-3-(4,4,5,5-tetramethyl-1,3,2-dioxaborolan-2-yl)benzofuran-7-carboxylate C(C)(C)(C)OC(=O)NCC=1OC2=C(C1B1OC(C(O1)(C)C)(C)C)C=C(C(=C2C(=O)OC)O)Cl